O=C1N(CC2=NC=C(C=C21)C2=NOC(=N2)C(F)(F)F)C2C(CCCC2)NC(=O)C2CC2 N-[2-[5-oxo-3-[5-(trifluoromethyl)-1,2,4-oxadiazol-3-yl]-7H-pyrrolo[3,4-b]pyridin-6-yl]cyclohexyl]cyclopropanecarboxamide